tert-butyl-dimethyl-[2-[[2-methyl-4-(1-tetrahydropyran-2-yl-3-vinyl-indazol-5-yl)pyrazol-3-yl]methoxy]ethoxy]silane C(C)(C)(C)[Si](OCCOCC=1N(N=CC1C=1C=C2C(=NN(C2=CC1)C1OCCCC1)C=C)C)(C)C